ClC(CO)(CCl)Cl 2,2,3-trichloropropanol